5-bromo-6-((4-((tert-butoxycarbonyl)amino)butyl)amino)nicotinic acid BrC=1C(=NC=C(C(=O)O)C1)NCCCCNC(=O)OC(C)(C)C